BrC1=C(C=CC=C1)NC(C1=CC=C(C=C1)C(F)(F)F)=S N-(2-bromophenyl)-4-trifluoromethyl-thiobenzamide